(E)-3-(3-(3-(difluoromethyl)-4-(quinoxalin-2-yl)-1H-pyrazol-1-yl)cyclobutyl)acrylonitrile FC(C1=NN(C=C1C1=NC2=CC=CC=C2N=C1)C1CC(C1)/C=C/C#N)F